C(CCCCC(=O)O)(=O)O.CN1CC(C1)(C)[C@@](C=1C=C(C=NC1)C1=NOC(=N1)C(C)(C)O)(C1=CC=C(C=C1)C(C)C)O 2-(3-{5-[(R)-(1,3-dimethyl-azetidin-3-yl)-hydroxy-(4-isopropyl-phenyl)-methyl]-pyridin-3-yl}-[1,2,4]oxadiazol-5-yl)-propan-2-ol adipic acid salt